3,4-dimethyl-pyrrolidin-2-one CC1C(NCC1C)=O